FC1=CC=C(C=C1)C(CC(=O)C1=CC=CC=C1)N1N=CC(=N1)C1=CC=CC=C1 3-(4-fluorophenyl)-1-phenyl-3-(4-phenyl-2H-1,2,3-triazol-2-yl)propan-1-one